C(#N)C=1C(=CC(=NC1N1[C@H](CC1)C)N1C[C@@H]2C([C@@H]2C1)[C@@H](C(=O)O)C)C(F)(F)F (S)-2-((1R,5S,6R)-3-(5-cyano-6-((S)-2-methylazetidin-1-yl)-4-(trifluoromethyl)pyridin-2-yl)-3-azabicyclo[3.1.0]hexane-6-yl)propionic acid